CC=1C(=C2C=CNC2=C(C1)C)CC1C(CN(C1)CC(F)(F)F)C1=CC=C(C(=O)O)C=C1 4-(4-((5,7-dimethyl-1H-indol-4-yl)methyl)-1-(2,2,2-trifluoroethyl)pyrrolidin-3-yl)benzoic acid